CC(C1=CC=CC=C1)OC(C1=CC=CC=C1)=O α-Methylbenzylbenzoat